bis[5-(diphenylphosphino)cyclopent-1,3-diene-1-yl]iron palladium dichloride [Pd](Cl)Cl.C1(=CC=CC=C1)P(C1C=CC=C1[Fe]C1=CC=CC1P(C1=CC=CC=C1)C1=CC=CC=C1)C1=CC=CC=C1